Sodium citrate persulfate S(=O)(=O)([O-])OOS(=O)(=O)O.C(CC(O)(C(=O)O)CC(=O)O)(=O)O.[Na+]